FC(C(C)(C)C(C12CCC(CC1)(CC2)C2=NOC(=N2)C(C)(C)F)N(C([O-])=O)C2=NC=C(C(=C2)C2=CC=C(C=C2)C(C)(C)O)F)(F)F 1,1,1-trifluoro-2-methylpropan-2-yl(5-fluoro-4-(4-(2-hydroxypropan-2-yl)phenyl)pyridin-2-yl)((4-(5-(2-fluoropropan-2-yl)-1,2,4-oxadiazol-3-yl) bicyclo[2.2.2]octan-1-yl)methyl)carbamate